N-{3-[6-oxo-4-(6-propylpyridin-3-yl)-1,6-dihydropyrimidin-2-yl]-4-(trifluoromethyl)benzyl}isobutyramide O=C1C=C(N=C(N1)C=1C=C(CNC(C(C)C)=O)C=CC1C(F)(F)F)C=1C=NC(=CC1)CCC